ClC=1C(=C(C=CC1)C(C)=O)C 1-(3-chloro-2-methylphenyl)ethan-1-one